N-(4-((3-(ethoxymethyl)-3-phenethylazetidin-1-yl)methyl)phenyl)acetamide HCl Cl.C(C)OCC1(CN(C1)CC1=CC=C(C=C1)NC(C)=O)CCC1=CC=CC=C1